FC1=C(OCC(C#N)(C)C)C=CC(=C1)C1=NC(=NC=C1C)NC=1C=NN(C1)CCOC (2-fluoro-4-(2-((1-(2-methoxyethyl)-1H-pyrazol-4-yl)amino)-5-methylpyrimidin-4-yl)phenoxy)-2,2-dimethylpropionitrile